ClC=1C=C(C=CC1)CS(=O)(=O)NC1=C(C=CC(=C1)C(=O)N1CCC(CC1)C1=CC=C(C=C1)OC=1C=NC(=CC1)C(F)(F)F)N1CCN(CC1)CC 1-(3-chlorophenyl)-N-(2-(4-ethylpiperazin-1-yl)-5-(4-(4-((6-(trifluoromethyl)pyridin-3-yl)oxy)-phenyl)piperidine-1-carbonyl)phenyl)methanesulfonamide